Cl.Cl.N1CC(CC1)CO 3-pyrrolidinemethanol dihydrochloride